COC1=NC=NC2=CC=C(C=C12)C=1C=CN2N=C(N=CC21)NC2CC1(CNC1)C2 5-(4-methoxyquinazolin-6-yl)-N-(2-azaspiro[3.3]heptane-6-yl)pyrrolo[2,1-f][1,2,4]triazin-2-amine